N-[4-(2-{5-aminopyrido[3,4-b]pyrazin-8-yl}ethynyl)-3-fluoropyridin-2-yl]-5-chloro-2-methoxypyridine-3-sulfonamide NC1=NC=C(C=2C1=NC=CN2)C#CC2=C(C(=NC=C2)NS(=O)(=O)C=2C(=NC=C(C2)Cl)OC)F